Cl.COC([C@H](N)CC(C)C)=O (R)-leucine methyl ester hydrochloride